Ethyl (E)-3-(5-bromo-6-cyano-1H-indazol-3-yl)acrylate BrC=1C=C2C(=NNC2=CC1C#N)/C=C/C(=O)OCC